FC(C(=O)N1CCC(CC1)C1=NC=CN=C1OC=1C=NC(=CC1)C(F)(F)F)=C 2-fluoro-1-(4-(3-((6-(trifluoromethyl)pyridin-3-yl)oxy)pyrazin-2-yl)piperidin-1-yl)prop-2-en-1-one